C(C)(C)C1=CN=C(C(N1)=O)CC1=CC(=CC=C1)C 6-isopropyl-3-(3-methylbenzyl)pyrazin-2(1H)-one